N-ethyl-N'-quinuclidin-3-yl-butanediamide C(C)NC(CCC(=O)NC1CN2CCC1CC2)=O